C(C)(C)(C)C1(CC(=CC2=C1OP(OC1=C2C=C(C=C1C(C)(C)C)OC)O[C@@H](CP1[C@H](CC[C@@H]1C1=CC=CC=C1)C1=CC=CC=C1)C)OC)[2H] 4,8-di-tert-butyl-6-(((R)-1-((2R,5R)-2,5-diphenylphospholane-1-yl)propan-2-yl)oxy)-2,10-dimethoxydibenzo[d,f][1,3,2]dioxaphosphepin-4-d